1-{1-[(1H-imidazol-4-yl)methyl]-1H-indol-6-yl}methylamine N1C=NC(=C1)CN1C=CC2=CC=C(C=C12)CN